N-(3-(benzo[d]oxazol-2-yl)-4-hydroxyphenyl)-2-(ethylthio)acetamide O1C(=NC2=C1C=CC=C2)C=2C=C(C=CC2O)NC(CSCC)=O